C(#N)C1=C(C=CC(=C1)NS(=O)(=O)CC)C1=C2C(=NC(=C1)NC(=O)C1CC1)NC=C2 N-(4-(2-cyano-4-(ethylsulfonylamino)phenyl)-1H-pyrrolo[2,3-b]pyridin-6-yl)cyclopropylcarboxamide